Br\C(=C\C)\F (E)-1-bromo-1-fluoropropene